2-(Trifluorovinyl)naphthalene FC(=C(F)F)C1=CC2=CC=CC=C2C=C1